C(C)(C)[Si](OC(C)CC)(C)C(C)C di(iso-propyl)methyl(sec-butoxy)silane